C(C1=CC=CC=C1)N1C2=C(SCC1=O)C=CC(=C2)CO 4-benzyl-6-(hydroxymethyl)-2H-benzo[b][1,4]thiazin-3(4H)-one